C(=O)(O)OC1COC(=C(C1=O)OC(=O)O)C 2,3-dihydro-3,5-dicarboxyloxy-6-methyl-4H-pyran-4-one